4-(4-Morpholin-4-ylpiperidin-1-yl)-phenylamine N1(CCOCC1)C1CCN(CC1)C1=CC=C(C=C1)N